C(C=C)N1S(C2=C(C3=C1C=CC=C3)N=C(N=C2)NC2=CC=C3CCCNC3=C2)(=O)=O 6-allyl-N-(1,2,3,4-tetrahydroquinolin-7-yl)-6H-pyrimido[5,4-c][2,1]benzothiazin-2-amine 5,5-dioxide